4-epoxy-1-methylhexanecarboxylic acid-3,4-epoxy-1-methylcyclohexyl ester CC1(CC2C(CC1)O2)OC(=O)C(CC2C(O2)C)CC